(R)-4-(2-chloro-7-(sulfolanylmethyl)thieno[3,2-d]pyrimidin-4-yl)-3-methylmorpholine ClC=1N=C(C2=C(N1)C(=CS2)CC2S(=O)(=O)CCC2)N2[C@@H](COCC2)C